4-chloro-5-(ethylsulfonyl)-2-nitrophenol ClC1=CC(=C(C=C1S(=O)(=O)CC)O)[N+](=O)[O-]